CC=1C=C(C=CC1)N(C1=CC(=CC=C1)C)C(C1=CC=CC=C1)C1=CC=CC=C1 (N,N-bis(3-methylphenyl)-amino)diphenylmethane